(2S)-2-amino-4-[5-[bis(2-chloroethyl)amino]-1-methyl-benzimidazol-2-yl]butanoic acid ethyl ester C(C)OC([C@H](CCC1=NC2=C(N1C)C=CC(=C2)N(CCCl)CCCl)N)=O